8-ethyl-6-(4-(3-ethyl-2-oxopyrrolidin-1-yl)-2,3-difluorophenyl)-2-(((3S,5S)-5-fluoropiperidin-3-yl)amino)pyrido-[2,3-d]pyrimidin-7(8H)-one C(C)N1C(C(=CC2=C1N=C(N=C2)N[C@@H]2CNC[C@H](C2)F)C2=C(C(=C(C=C2)N2C(C(CC2)CC)=O)F)F)=O